3-(1-methyl-6-(((cis)-4-(methylamino)cyclohexyl)amino)-1H-indazol-3-yl)piperidine-2,6-dione CN1N=C(C2=CC=C(C=C12)N[C@@H]1CC[C@@H](CC1)NC)C1C(NC(CC1)=O)=O